Cl.N[C@H]1[C@H](N(CC1)C(CN1N=C(C=C1C(F)(F)F)C1CC1)=O)C1=C(C(=CC(=C1)F)C)Cl 1-[(2R,3R)-3-Amino-2-(2-chloro-5-fluoro-3-methyl-phenyl)pyrrolidine-1-yl]-2-[3-cyclopropyl-5-(trifluoromethyl)pyrazol-1-yl]ethanone hydrochloride